O=C1NC(CCC1N1C(C2=CC=CC(=C2C1)CCCCCNC(OC(C)(C)C)=O)=O)=O tert-butyl (5-(2-(2,6-dioxopiperidin-3-yl)-1-oxoisoindolin-4-yl)pentyl)carbamate